1-(6-(3-(2-aminopyrimidin-4-yl)-5-chlorophenyl)-4-oxa-7-azaspiro[2.5]octan-7-yl)prop-2-en-1-one NC1=NC=CC(=N1)C=1C=C(C=C(C1)Cl)C1COC2(CC2)CN1C(C=C)=O